N1C(=CC=2C1=NC=CC2)CN (1H-pyrrolo[2,3-b]pyridin-2-yl)methanamine